FC=1C=C(C=CC1C)C1C(=C(NC=2N1N=C(C2)NC(CN2CCCC2)=O)C)C(=O)NC=2C=C1C=CN=CC1=CC2 7-(3-fluoro-4-methylphenyl)-N-(isoquinolin-6-yl)-5-methyl-2-(2-(pyrrolidin-1-yl)acetylamino)-4,7-dihydropyrazolo[1,5-a]pyrimidine-6-carboxamide